CC(C(C(=O)N1C(CCCC1)C(=O)OCCCC1=CC(=C(C=C1)OC)OC)=O)(CC)C 3-(3,4-dimethoxyphenyl)propyl 1-(3,3-dimethyl-2-oxopentanoyl)piperidine-2-carboxylate